FC(F)C1=NN(C=C1C(=O)NC1=C2[C@@H](CC(C2=CC=C1)(C)C)C)C (difluoromethyl)-1-methyl-N-[(3R)-1,1,3-trimethyl-2,3-dihydroinden-4-yl]pyrazole-4-carboxamide